Cl.O[C@@H]1C[C@H](NC1)C(=O)NCC1=CC=C(C=C1)C1=C(N=CS1)C (2S,4R)-4-hydroxy-N-{[4-(4-methyl-1,3-thiazol-5-yl)-phenyl]methyl}pyrrolidine-2-carboxamide hydrochloride